C(CCCCCCCCCCCC\C=C/CCCCCCCC(=O)[O-])CCCCCCCC\C=C/CCCCCCCC(=O)[O-].[Ti+4].FC1(CN(CC1(F)F)C1=NN(C2=CC=CC(=C12)C([2H])([2H])[2H])C1OCCCC1)F.C(CCCCCCCCCCCC\C=C/CCCCCCCC(=O)[O-])CCCCCCCC\C=C/CCCCCCCC(=O)[O-] 3-(3,3,4,4-tetrafluoropyrrolidin-1-yl)-1-tetrahydropyran-2-yl-4-(trideuteriomethyl)indazole titanium pentylenedioleate